NC=1NC=2NCC(N(C2C(N1)=O)C)CNC1=CC=C(C(=O)N[C@@H](CCC(=O)O)C(=O)O)C=C1 N-[4-[[(2-amino-1,4,5,6,7,8-hexahydro-4-oxo-5-methyl-6-pteridinyl)methyl]amino]benzoyl]-L-glutamic acid